OCCNCCCCCCCCCCCC N-hydroxyethyl-laurylamine